C(CCC)C1=C(NC2=NC=CN=C21)C2=CC=C(C=C2)OC 7-butyl-6-(4-methoxyphenyl)-5H-pyrrolo[2,3-b]pyrazine